ethyl-2-cyano-3-cyclopropylpropanoate C(C)OC(C(CC1CC1)C#N)=O